O1COC2=C1C=CC(=C2)NC2=NC=C(C(=N2)NC2=CC(=C(C=C2)C)C)C(F)(F)F N2-(benzo[d][1,3]dioxol-5-yl)-N4-(3,4-dimethylphenyl)-5-(trifluoromethyl)pyrimidine-2,4-diamine